2-((2S,3S,4S)-5-chloro-2-((cyclobutylamino)methyl)-6-fluoro-3-hydroxy-2-phenyl-2,3-dihydrobenzofuran-4-yl)-3-fluoro-4-(2-hydroxyethoxy)benzamide ClC=1C(=CC2=C([C@@H]([C@](O2)(C2=CC=CC=C2)CNC2CCC2)O)C1C1=C(C(=O)N)C=CC(=C1F)OCCO)F